methyl (2S)-2-[[(7S)-6-azaspiro[3.4]octane-7-carbonyl]amino]-3-[(3S)-2-oxopyrrolidin-3-yl]propanoate C1CCC12CN[C@@H](C2)C(=O)N[C@H](C(=O)OC)C[C@H]2C(NCC2)=O